C(C)(C)(C)OC(=O)N1CC(C1)C=1C=C2C(N(CC2=C(C1)C(F)(F)F)CC1=CC=C(C=C1)OC)=O 3-(2-(4-methoxybenzyl)-3-oxo-7-(trifluoromethyl)isoindolin-5-yl)azetidine-1-carboxylic acid tert-butyl ester